tert-Butyl (4-(1-(3-(propyl)-3,8-diazabicyclo[3.2.1]octan-8-yl)-3-(ethylthio)-5-fluoro-7,9-dihydrofuro[3,4-f]quinazolin-6-yl)-3-cyano-7-fluorothieno[3,2-c]pyridin-2-yl)carbamate C(CC)N1CC2CCC(C1)N2C2=NC(=NC=1C(=C(C3=C(C21)COC3)C3=NC=C(C2=C3C(=C(S2)NC(OC(C)(C)C)=O)C#N)F)F)SCC